NC1=NOC2=C1C(=CC(=C2)CN2CC(CC2)C(=O)OCC)OC ethyl 1-((3-amino-4-methoxybenzo[d]isoxazol-6-yl) methyl)pyrrolidine-3-carboxylate